2-(6-(3-(Difluoromethyl)-4-fluorophenyl)-1H-pyrazolo[4,3-b]pyridin-1-yl)-1-(3-fluoropyridin-2-yl)ethan-1-one FC(C=1C=C(C=CC1F)C=1C=C2C(=NC1)C=NN2CC(=O)C2=NC=CC=C2F)F